FC1=C(C=C(C=C1)C1=NC(=NC(=N1)N1C2=CC=CC=C2C=2C=CC=CC12)N1C2=CC=CC=C2C=2C=CC=CC12)C 9,9'-(6-(4-fluoro-3-methylphenyl)-1,3,5-triazine-2,4-diyl)bis(9H-carbazole)